N-(4,5-Dimethoxy-2-((4-(2-(((5-(2-methoxyethoxy)pyridin-3-yl)methyl)((1-methyl-1H-indazol-5-yl)methyl)amino)ethyl)phenyl)carbamoyl)phenyl)quinoxaline-2-carboxamide COC1=CC(=C(C=C1OC)NC(=O)C1=NC2=CC=CC=C2N=C1)C(NC1=CC=C(C=C1)CCN(CC=1C=C2C=NN(C2=CC1)C)CC=1C=NC=C(C1)OCCOC)=O